1-[4-(2-{5-[(7R)-7-amino-2-azabicyclo[2.2.1]heptane-2-carbonyl]-7-methoxy-1-methyl-1H-1,3-benzodiazol-2-yl}-1-(cyclopropylmethyl)-1H-pyrrolo[2,3-b]pyridin-6-yl)phenyl]pyrrolidin-2-one N[C@H]1C2N(CC1CC2)C(=O)C2=CC1=C(N(C(=N1)C1=CC=3C(=NC(=CC3)C3=CC=C(C=C3)N3C(CCC3)=O)N1CC1CC1)C)C(=C2)OC